4-(6-bromo-1H-benzo[d]imidazol-1-yl)butyronitrile BrC=1C=CC2=C(N(C=N2)CCCC#N)C1